2-((R)-3-(1-(1-((R)-1-(2,4-dichlorophenyl)ethyl)-3-methyl-1H-pyrazolo[3,4-b]pyrazin-6-yl)azetidin-3-yl)piperidin-1-yl)ethane-1-sulfonamide ClC1=C(C=CC(=C1)Cl)[C@@H](C)N1N=C(C=2C1=NC(=CN2)N2CC(C2)[C@@H]2CN(CCC2)CCS(=O)(=O)N)C